2-{[4-({2-[(2-cyano-4-cyclopropylphenoxy)methyl]pyrimidin-4-yl}oxy)piperidin-1-yl]methyl}-1-{[(2S)-oxetan-2-yl]methyl}-1H-1,3-benzodiazole-6-carboxylic acid C(#N)C1=C(OCC2=NC=CC(=N2)OC2CCN(CC2)CC2=NC3=C(N2C[C@H]2OCC2)C=C(C=C3)C(=O)O)C=CC(=C1)C1CC1